1,1-diphenyl-N-(4-(4,4,5,5-tetramethyl-1,3,2-dioxaborolan-2-yl)-5-((triisopropylsilyl)ethynyl)naphthalen-2-yl)methanimine C1(=CC=CC=C1)C(=NC1=CC2=CC=CC(=C2C(=C1)B1OC(C(O1)(C)C)(C)C)C#C[Si](C(C)C)(C(C)C)C(C)C)C1=CC=CC=C1